(2S,5R)-4-(1-(3-Cyclopropylquinoxalin-6-yl)ethyl)-2,5-dimethylpiperazine-1-carboxylic acid tert-butyl ester C(C)(C)(C)OC(=O)N1[C@H](CN([C@@H](C1)C)C(C)C=1C=C2N=C(C=NC2=CC1)C1CC1)C